C(C1=CC=CC=C1)OC1=NC(=CC=C1[S@@](=O)NC(OCCCC)=O)C |r| Butyl (RS)-((2-(benzyloxy)-6-methylpyridin-3-yl)sulfinyl)carbamate